CC(C)C1=CC(=C(C(=C1)C(C)C)C2=CC3=CC=CC=C3C4=C2OP(=O)(OC5=C4C6=CC=CC=C6C=C5C7=C(C=C(C=C7C(C)C)C(C)C)C(C)C)O)C(C)C (11bS)-4-hydroxy-2,6-bis(2,4,6-triisopropylphenyl)dinaphtho[2,1-d:1',2'-f][1,3,2]dioxaphosphepine 4-oxide